CN(C1(CCC2(CN(C(N2)=O)C=2N(N=C(C2)C(F)(F)F)C)CC1)C1=CC(=CC=C1)F)C cis-8-dimethylamino-8-(3-fluorophenyl)-3-[2-methyl-5-(trifluoromethyl)-2H-pyrazol-3-yl]-1,3-diazaspiro[4.5]decan-2-one